COC1=CC(=NC=C1[N+](=O)[O-])P(C)(C)=O (4-methoxy-5-nitropyridin-2-yl)dimethylphosphine oxide